2-(triisopropylsilyl)vinyl-2-oxopropanoate C(C)(C)[Si](C=COC(C(C)=O)=O)(C(C)C)C(C)C